C(C1=CC=CC=C1)OC1=CC(=NC(=C1)C1=CC(=C(C=C1)C#N)F)N1CCC(CC1)NC(OC(C)(C)C)=O tert-Butyl (1-(4-(benzyloxy)-6-(4-cyano-3-fluorophenyl)pyridin-2-yl)piperidin-4-yl)carbamate